2-[(2S,4R)-4-hydroxy-1-[2-(3-methoxyisoxazol-5-yl)-3-methyl-butyryl]pyrrolidin-2-yl]-N-methyl-N-[[4-(6-methyl-3-pyridinyl)phenyl]methyl]-1H-imidazole-4-carboxamide O[C@@H]1C[C@H](N(C1)C(C(C(C)C)C1=CC(=NO1)OC)=O)C=1NC=C(N1)C(=O)N(CC1=CC=C(C=C1)C=1C=NC(=CC1)C)C